OC(=O)C(F)(F)F.[C@H]12CNC[C@@H]2C1C(=O)C=1SC=CC1 (1R,5S,6r)-3-azabicyclo[3.1.0]hex-6-yl-(2-thienyl)methanone TFA salt